COC(=O)C1=CC2=CN(N=C2C=C1OC)C1CCC(CC1)O.C(C=C)(=O)N1CC(CC1)C=1C=C(N2C=NC=CC21)C2=C(C=C(C(=O)NC1=NC=CC=C1)C=C2)F 4-(5-(1-propenoylpyrrolidin-3-yl)pyrrolo[1,2-c]pyrimidin-7-yl)-3-fluoro-N-(pyridin-2-yl)benzamide methyl-2-((1s,4s)-4-hydroxycyclohexyl)-6-methoxy-2H-indazole-5-carboxylate